(4S)-4,5-diamino-5-oxo-pentanoic acid tert-butyl ester C(C)(C)(C)OC(CC[C@@H](C(=O)N)N)=O